3,5-diphenyl-1-bromobenzene C1(=CC=CC=C1)C=1C=C(C=C(C1)C1=CC=CC=C1)Br